4,8-dimethyl-1,3,7-nonanetriene CC(=CC=C)CCC=C(C)C